binaphtholaldehyde C1(=C(C(=CC2=CC=CC=C12)C=O)O)C1=CC=CC2=CC=CC=C12